C(N)(=N)C1=C(C=C(CNC(=O)C=2C=NN(C2)CC2=CC=C(C=C2)CC#N)C=C1)F N-(4-carbamimidoyl-3-fluorobenzyl)-1-(4-(cyanomethyl)benzyl)-1H-pyrazole-4-carboxamide